4-methyl-2-[4-(4-sulfamoyl-benzylamino)-6-hydroxymethylpyrimidin-2-ylamino]thiazole-5-carboxylic acid ethyl ester C(C)OC(=O)C1=C(N=C(S1)NC1=NC(=CC(=N1)NCC1=CC=C(C=C1)S(N)(=O)=O)CO)C